[Be+2].N1=CC=CC2=CC=CC=C12 Quinoline beryllium (II)